4-fluoro-4-(hydroxymethyl)piperidine-1-carboxylic acid 4-methoxyphenylmethyl ester COC1=CC=C(C=C1)COC(=O)N1CCC(CC1)(CO)F